tert-Butyl 3-[4-[5-cyano-6-[(2S)-2-methylazetidin-1-yl]-4-(trifluoromethyl)-2-pyridyl]pyrazol-1-yl]azetidine-1-carboxylate C(#N)C=1C(=CC(=NC1N1[C@H](CC1)C)C=1C=NN(C1)C1CN(C1)C(=O)OC(C)(C)C)C(F)(F)F